hydroxybenzoyl methacrylate C(C(=C)C)(=O)OC(C1=C(C=CC=C1)O)=O